FC(/C(=C(/C(C(F)(F)F)(F)F)\C(F)(F)F)/F)(F)F (E)-perfluoro-3-methyl-2-pentene